((benzyloxy)methyl)-6-ethoxy-4-tosyl-1,4-oxazepane C(C1=CC=CC=C1)OCC1OCC(CN(C1)S(=O)(=O)C1=CC=C(C)C=C1)OCC